N-(3-(benzo[d][1,3]dioxol-5-yl)-3-(2-methoxyphenyl)propyl)-N-benzyl-2-(dimethylamino)acetamide O1COC2=C1C=CC(=C2)C(CCN(C(CN(C)C)=O)CC2=CC=CC=C2)C2=C(C=CC=C2)OC